tert-butyl 3-(1-{[6-chloro-5-(trifluoromethyl) (2-pyridyl)] amino}-4-methyl-2,5-dioxoazolin-3-yl)propanoate ClC1=C(C=CC(=N1)NN1C(C(=C(C1=O)C)CCC(=O)OC(C)(C)C)=O)C(F)(F)F